C(C)(C)(C)OC(=O)O[C@@H]1[C@H]([C@H](N(C1)C(=O)OC(C)(C)C)CC1=CC=C(C=C1)OC)OC(=O)C1(COC1)CC tert-butyl (2R,3S,4S)-4-[(tert-butoxycarbonyl)oxy]-3-(3-ethyloxetane-3-carbonyloxy)-2-[(4-methoxyphenyl)methyl]pyrrolidine-1-carboxylate